tert-butyl (5-(2-((3-methyl-4-((5-methylthiazol-2-yl)carbamoyl)phenyl)amino)acetamido)pentyl)carbamate CC=1C=C(C=CC1C(NC=1SC(=CN1)C)=O)NCC(=O)NCCCCCNC(OC(C)(C)C)=O